4-((1-(4-methylbenzenesulfonyl)piperidin-4-yl)oxy)thieno[3,2-d]pyrimidine CC1=CC=C(C=C1)S(=O)(=O)N1CCC(CC1)OC=1C2=C(N=CN1)C=CS2